5-fluoro-1-((2R,3S,4R)-3-fluoro-5,5-bis(hydroxymethyl)-4-((4-methoxyphenyl)diphenylmethoxy)tetrahydrofuran-2-yl)pyrimidine FC=1C=NCN(C1)[C@@H]1OC([C@H]([C@@H]1F)OC(C1=CC=CC=C1)(C1=CC=CC=C1)C1=CC=C(C=C1)OC)(CO)CO